methyl (6-chloro-4-ethyl-3-oxo-3,4-dihydro-2H-spiro[isoquinoline-1,3'-oxetan]-4-yl)acetate ClC=1C=C2C(C(NC3(COC3)C2=CC1)=O)(CC)CC(=O)OC